3-Methoxy-N-(2-(1-methyl-1H-imidazol-2-yl)-5,6-diphenylpyrrolo[2,1-f][1,2,4]triazin-4-yl)propane-1-sulfonamide COCCCS(=O)(=O)NC1=NC(=NN2C1=C(C(=C2)C2=CC=CC=C2)C2=CC=CC=C2)C=2N(C=CN2)C